ClC1=CC(=C(C(=C1)Cl)C1=CC=CC=C1)NC(NC1(CCCC1)C(=O)O)=O 1-(3-(4,6-dichloro-[1,1'-biphenyl]-2-yl)ureido)cyclopentane-1-carboxylic acid